C(#N)C1=CC(=C(C=C1)CCCC(=O)O)NC(=O)[C@H]1[C@]2(C1)CCOC1=CC=C(C=C12)C=1N=NC=CC1 4-[4-cyano-2-({[(2'R,4S)-6-(3-pyridazinyl)-2,3-dihydrospiro[chromen-4,1'-cyclopropane]-2'-yl]carbonyl}amino)phenyl]butanoic acid